C(C)(C)(C)OC(=O)N1CC(C2=CC=C(C=C12)C1=CC=C(C=C1)F)C(=O)O 1-(tert-butoxycarbonyl)-6-(4-fluorophenyl)indoline-3-carboxylic acid